ClC1=C(OCC(=O)OCCN(CCOC(COC2=C(C=C(C=C2)Cl)Cl)=O)C)C=CC(=C1)Cl (methylazanediyl)bis(ethane-2,1-diyl) bis(2-(2,4-dichlorophenoxy)acetate)